3-[4-ethyl-7-[(3R)-1-methyl-3-piperidyl]imidazo[4,5-c]pyridazin-3-yl]bicyclo[4.2.0]octa-1(6),2,4-trien-2-ol C(C)C=1C2=C(N=NC1C1=C(C=3CCC3C=C1)O)N(C=N2)[C@H]2CN(CCC2)C